N=1N=CN2C1CCC2C(=O)[O-] 6,7-dihydro-5H-pyrrolo[2,1-c][1,2,4]triazole-5-carboxylate